N-((3-methyl-5-((2-oxo-2,3-dihydro-1H-benzo[d]imidazol-1-yl)methyl)thiophen-2-yl)methyl)acetamide CC1=C(SC(=C1)CN1C(NC2=C1C=CC=C2)=O)CNC(C)=O